C(C)(C)(C)OC(N[C@@H](C(=O)N1CC(C1)(C)OC)CC1=C(C=NC=C1)OC)=O.FC=1N=C(SC1C=O)CC(=O)N (4-fluoro-5-formylthiazol-2-yl)acetamide tert-butyl-N-[(1R)-2-(3-methoxy-3-methyl-azetidin-1-yl)-1-[(3-methoxy-4-pyridyl)methyl]-2-oxo-ethyl]carbamate